4-((2S,M)-4-acryloyl-2-methylpiperazin-1-yl)-7-(6-fluoro-2-amino-phenyl)-1-(4-methyl-2-isopropyl-pyridin-3-yl)-8-methylpyrido[4,3-d]pyrimidin-2(1H)-one C(C=C)(=O)N1C[C@@H](N(CC1)C=1C2=C(N(C(N1)=O)C=1C(=NC=CC1C)C(C)C)C(=C(N=C2)C2=C(C=CC=C2F)N)C)C